C(CC)N(C(SCC)=O)CCC S-ethyl dipropyl(thiocarbamate)